OC=1C=C(C=C(C1CC)O)C=CC1=CC=CC=C1 3,5-dihydroxy-4-ethylstilbene